FC1=CC(=C(C=C1)NC1=C(C(=O)NC=2C(=NC(=CC2)OC)C)C=CC(=N1)C)C 2-((4-fluoro-2-methylphenyl)-amino)-N-(6-methoxy-2-methylpyridin-3-yl)-6-methylnicotinamide